benzyl-3-methyl-3,4-dihydroquinazolin C(C1=CC=CC=C1)C1=NC2=CC=CC=C2CN1C